(R)-3-(isoquinolin-4-yl)-1-(2-methoxy-5-(trifluoromethyl)pyridin-3-yl)-2-oxoimidazoline-4-carbonitrile C1=NC=C(C2=CC=CC=C12)N1C(N(C[C@@H]1C#N)C=1C(=NC=C(C1)C(F)(F)F)OC)=O